nickel benzene-1,4-dicarboxylate C1(=CC=C(C=C1)C(=O)[O-])C(=O)[O-].[Ni+2]